C(C)N(CCOCC(=O)NCC)CC 2-[2-(diethylamino)ethoxy]-N-ethyl-acetamide